benzyl (2R,3S)-3-methyloxetane-2-carboxylate C[C@@H]1[C@@H](OC1)C(=O)OCC1=CC=CC=C1